CC(C)(CCC=C(C=C)C)O 2,6-Dimethyl-5,7-octa-dien-2-ol